((4R,5R)-5-(2-chlorophenyl)-2,2-dimethyl-1,3-dioxolan-4-yl)methyl sulfamate S(N)(OC[C@H]1OC(O[C@@H]1C1=C(C=CC=C1)Cl)(C)C)(=O)=O